C(C)OC(=O)C=1N=C(C2=CN=CC=C2C1)N1CCC(CC1)(F)F 1-(4,4-difluoropiperidin-1-yl)-2,7-naphthyridine-3-carboxylic acid ethyl ester